tert-butyl 4-(7-(2-((tert-butoxycarbonyl)amino)-7-fluorobenzo[d]thiazol-4-yl)-6-cyclopropyl-8-fluoro-2-(((S)-1-methylpyrrolidin-2-yl)methoxy)quinazolin-4-yl)piperazine-1-carboxylate C(C)(C)(C)OC(=O)NC=1SC2=C(N1)C(=CC=C2F)C2=C(C=C1C(=NC(=NC1=C2F)OC[C@H]2N(CCC2)C)N2CCN(CC2)C(=O)OC(C)(C)C)C2CC2